FC1=C(C(=C(C=C1OC)OC)F)N1C(N(C2=C(C1)C=NC1=C2C=C(N1)CN1CCOCC1)C1CCOCC1)=S 3-(2,6-difluoro-3,5-dimethoxyphenyl)-8-(morpholinomethyl)-1-(tetrahydro-2H-pyran-4-yl)-1,3,4,7-tetrahydro-2H-pyrrolo[3',2':5,6]pyrido[4,3-d]pyrimidine-2-thione